monoepoxyethylene C1=CO1